FC1(CC1)S(=O)(=O)N[C@@H]1[C@@H](C=2C(N(C=NC2CC1)C(C)C)=O)CC=1C(=C(C=CC1)C1=C(C(=CC=C1)F)F)F 1-fluoro-N-{(5R,6S)-4-oxo-3-(propan-2-yl)-5-[(2,2',3'-trifluoro[1,1'-biphenyl]-3-yl)methyl]-3,4,5,6,7,8-hexahydroquinazolin-6-yl}cyclopropane-1-sulfonamide